tert-butyl (4-((4-(2-(2,6-dioxopiperidin-3-yl)-1,3-dioxoisoindolin-4-yl) piperazin-1-yl)methyl)-3,3-difluoropiperidin-1-yl)carbamate O=C1NC(CCC1N1C(C2=CC=CC(=C2C1=O)N1CCN(CC1)CC1C(CN(CC1)NC(OC(C)(C)C)=O)(F)F)=O)=O